5-((17-amino-3,6,9,12,15-pentaoxaheptadecyl)amino)-N-(4,5-dimethylthiazol-2-yl)-2-methylbenzamide NCCOCCOCCOCCOCCOCCNC=1C=CC(=C(C(=O)NC=2SC(=C(N2)C)C)C1)C